FC=1C=C(C=CC1F)C1(CCN(CC1)C1=NC(=CN=C1)C=1C(=NN(C1)C)C)O 4-(3,4-difluorophenyl)-1-(6-(1,3-dimethyl-1H-pyrazol-4-yl)pyrazin-2-yl)piperidin-4-ol